ferrous hexadecanoate C(CCCCCCCCCCCCCCC)(=O)[O-].[Fe+2].C(CCCCCCCCCCCCCCC)(=O)[O-]